6-bromo-2-methyl-2,3-dihydropyridazin-3-one BrC=1C=CC(N(N1)C)=O